chloro(2-methylphenyl)[1,1'-bis(diphenylphosphino)ferrocene] nickel (II) [Ni+2].ClC1=C([C-](C=C1)P(C1=CC=CC=C1)C1=CC=CC=C1)C1=C(C=CC=C1)C.[C-]1(C=CC=C1)P(C1=CC=CC=C1)C1=CC=CC=C1.[Fe+2]